[O-2].[Ga+3].[In+3].[O-2].[O-2] Indium gallium oxid